ClC1=CN(C2=NC=CC(=C21)CN2C(N(CCC2)C2=CC(=C(C=C2)OC)OCCCCC)=O)C(=O)N2CCN(CC2)C 1-((3-chloro-1-(4-methylpiperazine-1-carbonyl)-1H-pyrrolo[2,3-b]pyridin-4-yl)methyl)-3-(4-methoxy-3-(pentyloxy)phenyl)tetrahydropyrimidin-2(1H)-one